tert-butyl N-[3-[(6-chloropyrazolo[3,4-d]pyrimidin-1-yl)methyl]cyclobutyl]carbamate ClC1=NC=C2C(=N1)N(N=C2)CC2CC(C2)NC(OC(C)(C)C)=O